tert-butyl (5-((tert-butoxycarbonyl)amino)-4-((2-methyl-2H-indazol-5-yl)carbamoyl)thiazol-2-yl)(1-methylpiperidin-4-yl)carbamate C(C)(C)(C)OC(=O)NC1=C(N=C(S1)N(C(OC(C)(C)C)=O)C1CCN(CC1)C)C(NC1=CC2=CN(N=C2C=C1)C)=O